N-(2-((5-amino-1,3,4-thiadiazol-2-yl)oxy)ethyl)-N-methylacetamide NC1=NN=C(S1)OCCN(C(C)=O)C